3-(acetylthio)-2-(naphthalen-2-ylmethyl)propionic acid C(C)(=O)SCC(C(=O)O)CC1=CC2=CC=CC=C2C=C1